N-[4-[(6,7-Dimethoxy-1,5-naphthyridin-4-yl)oxy]phenyl]-4-(4-fluorophenyl)-3-oxopyrazine-2-carboxamide COC=1N=C2C(=CC=NC2=CC1OC)OC1=CC=C(C=C1)NC(=O)C1=NC=CN(C1=O)C1=CC=C(C=C1)F